4,6-dimethoxy-meta-phenylenediamine COC1=C(C=C(C(=C1)OC)N)N